methyl (2S)-4-acetamido-3-allyl-4-(tert-butylcarbamoyl)pyrrolidine-2-carboxylate C(C)(=O)NC1(C([C@H](NC1)C(=O)OC)CC=C)C(NC(C)(C)C)=O